4-((7-Amino-4-oxoquinazolin-3(4H)-yl)methyl)-4-hydroxypiperidine-1-carboxylic acid tert-butyl ester C(C)(C)(C)OC(=O)N1CCC(CC1)(O)CN1C=NC2=CC(=CC=C2C1=O)N